2-chloro-N-(5-(2-(((1s,4s)-4-(dimethylamino)cyclohexyl)amino)-8-methylquinazolin-6-yl)-6-methoxypyridin-2-yl)benzenesulfonamide ClC1=C(C=CC=C1)S(=O)(=O)NC1=NC(=C(C=C1)C=1C=C2C=NC(=NC2=C(C1)C)NC1CCC(CC1)N(C)C)OC